3-(6-chloro-5-(2'-hydroxy-[1,1'-biphenyl]-4-yl)-1H-pyrazolo[4,3-b]-pyridin-3-yl)-propanoic acid ClC=1C=C2C(=NC1C1=CC=C(C=C1)C1=C(C=CC=C1)O)C(=NN2)CCC(=O)O